benzoin octanesulfonate C(CCCCCCC)S(=O)(=O)O.C1(=CC=CC=C1)C(=O)C(O)C1=CC=CC=C1